8-Bromo-3-oxa-12-azatricyclo[7.4.1.05,14]tetradeca-5(14),6,8-triene hydrochloride Cl.BrC=1C=CC=2COCC3CNCCC1C32